3-chloro-4-((3,5-difluoropyridin-2-yl)methoxy)-5',6-dimethyl-2'-(trimethylstannyl)-2H-[1,4'-bipyridin]-2-one ClC=1C(N(C(=CC1OCC1=NC=C(C=C1F)F)C)C1=CC(=NC=C1C)[Sn](C)(C)C)=O